N[C@H]1CN(CCC1)C(=O)C1=NN(C(=C1)C1=CC(=C(C#N)C=C1)F)C1=C(C=C(C=C1)N1CCC(CC1)C)F (R)-4-(3-(3-aminopiperidine-1-carbonyl)-1-(2-fluoro-4-(4-methylpiperidin-1-yl)phenyl)-1H-pyrazol-5-yl)-2-fluorobenzonitrile